C(C(O)[13CH3])(=O)[O-] [3-13C]Lactate